C(C=C)(=O)N1CC(=CCC1)C=1C=NN(C1)C(C(=O)NC1=NC=C(C(=N1)C1=CNC2=CC(=CC=C12)C#N)C(F)(F)F)C 2-(4-(1-propenoyl-1,2,5,6-tetrahydropyridin-3-yl)-1H-pyrazol-1-yl)-N-(4-(6-cyano-1H-indol-3-yl)-5-(trifluoromethyl)pyrimidin-2-yl)propanamide